C1(=CC=C(C=C1)C(=O)C1=CC=CC=C1)C1=CC=CC=C1 [1,1'-Biphenyl]-4-yl(phenyl)methanone